ClC1=C(C(=O)OC)C(=CC=C1)OC=1C=NC=C(C1[N+](=O)[O-])C(C)C methyl 2-chloro-6-((5-isopropyl-4-nitropyridin-3-yl)oxy)benzoate